2,2-difluoropropylamine FC(CN)(C)F